(R)-3-amino-4-(2,4,5-trifluorophenyl)-butyric acid isobutyl ester C(C(C)C)OC(C[C@@H](CC1=C(C=C(C(=C1)F)F)F)N)=O